Cl.FC(CN)(C)F 2,2-difluoro-1-propylamine hydrochloride